O[C@@H]1[C@H](CCCC1)NC(C1=CC(=C(C=C1)C)NCC=1C=NC(=CC1)N1N=CC=C1)=O N-[(1S,2S)-2-hydroxycyclohexyl]-4-methyl-3-({[6-(1H-pyrazol-1-yl)pyridin-3-yl]methyl}amino)benzamide